BrC1=CC=2C(=CN=CC2)S1 2-bromothieno[2,3-c]pyridine